C1(C(C)=CC(N1CCCCN1C(C(C)=CC1=O)=O)=O)=O 1,4-bis(citraconimido)butane